6-[(1S)-1-aminoethyl]-2-chloro-N-[(furan-2-yl)methyl]-7-methylthieno[3,2-d]pyrimidin N[C@@H](C)C1=C(C=2N(C(N=CC2S1)Cl)CC=1OC=CC1)C